NC1=C(C(=O)NC2CCC(CC2)O)C=C(C=N1)C1=CC=C(C=C1)C(=O)N1CCN(CC1)C 2-amino-N-((1s,4s)-4-hydroxycyclohexyl)-5-(4-(4-methylpiperazine-1-carbonyl)phenyl)nicotinamide